C(CCC)OC(=O)OC=1C2=CC=CC=C2C(=C2C=CC=CC12)OC(=O)OCCCC 9,10-bis(n-butoxycarbonyloxy)anthracene